BrC1=CC2=C(CC(N2)=O)C=C1OC 6-Bromo-5-methoxybenzo[d]Azol-2(3H)-one